C(C1=CC=CC=C1)OC1=C(C(=C(C(=O)OC2=C(C(=C(C(=C2C)C)C(=O)OCOC)C)C)C(=C1C)O)C)F 4-((methoxymethoxy)carbonyl)-2,3,5,6-tetramethylphenyl 4-(benzyloxy)-3-fluoro-6-hydroxy-2,5-dimethylbenzoate